FC(C)(F)C1=NC(=CC(=N1)NC1=CC(=NC=C1OCC1=CC(=CC=C1)F)NC(C)=O)C N-(4-((2-(1,1-difluoroethyl)-6-methylpyrimidin-4-yl)amino)-5-((3-fluorobenzyl)oxy)pyridin-2-yl)acetamide